(2S)-3-[3-(Methylsulfanyl)phenyl]-2-[(3R)-pyrrolidin-3-yl]propanoic acid hydrochloride Cl.CSC=1C=C(C=CC1)C[C@H](C(=O)O)[C@@H]1CNCC1